NC([C@H](CCC(=O)OC(C)(C)C)N1C(C2=C(C=C3C(=C2C1)OCC31CCN(CC1)C(=O)OC(C)(C)C)Br)=O)=O tertbutyl (S)-7-(1-amino-5-(tert-butoxy)-1,5-dioxopentan-2-yl)-5-bromo-6-oxo-7,8-dihydro-2H,6H-spiro[furo[2,3-e]isoindole-3,4'-piperidine]-1'-carboxylate